dipropylene glycol bis(2-ethylbutyrate) C(C)C(C(=O)OC(C)COC(C)COC(C(CC)CC)=O)CC